ClC=1C(=CC(=C(C1)[C@H](N[S@@](=O)C(C)(C)C)C1CCN(CC1)C(=O)[C@@H]1OC(OC1)(C)C)OC)C#N (S)-N-[(R)-(5-chloro-4-cyano-2-methoxyphenyl)([1-[(4R)-2,2-dimethyl-1,3-dioxolane-4-carbonyl]piperidin-4-yl])methyl]-2-methylpropane-2-sulfinamide